C1(CCC1)N1N=C(C(=C1)NC(=O)C=1N=C(SC1)C=1C=NNC1)OC N-(1-cyclobutyl-3-methoxy-1H-pyrazol-4-yl)-2-(1H-pyrazol-4-yl)-1,3-thiazole-4-carboxamide